L-dopa-d3 O=C(O)[C@@H](N([2H])[2H])C(C1=CC=C(O)C(O)=C1)[2H]